CN1CCC(CC1)C1=C(C=C(C=C1)NC=1N=CC2=C(N1)CNCC2)CC#N 2-[2-(1-methylpiperidin-4-yl)-5-({5H,6H,7H,8H-pyrido[3,4-d]pyrimidin-2-yl}amino)phenyl]acetonitrile